4-[[(2S,3s,4s,5r)-3-(3,4-difluoro-2-hydroxy-phenyl)-4,5-dimethyl-5-(trifluoromethyl)tetrahydrofuran-2-carbonyl]amino]-1-oxo-pyridin-1-ium-2-carboxamide FC=1C(=C(C=CC1F)[C@H]1[C@H](O[C@]([C@H]1C)(C(F)(F)F)C)C(=O)NC1=CC([N+](C=C1)=O)C(=O)N)O